zirconium tetra-isopropyl-propoxide C(C)(C)C(C([O-])(C(C)C)C(C)C)(C)C(C)C.[Zr+4].C(C)(C)C(C([O-])(C(C)C)C(C)C)(C)C(C)C.C(C)(C)C(C([O-])(C(C)C)C(C)C)(C)C(C)C.C(C)(C)C(C([O-])(C(C)C)C(C)C)(C)C(C)C